4-(ISOCYANOMETHYL)BENZYLISOCYANIDE [N+](#[C-])CC1=CC=C(C[N+]#[C-])C=C1